[2H]C([2H])([2H])C([2H])([2H])Br Bromoethane-d5